C(CCCCCCCCCCCCCCC)OC(C=C)=O.C1(CC1)COC=1C=C(C=CC1)NC(=O)C=1C=C2N=CC=NC2=CC1 N-(3-(cyclopropylmethoxy)phenyl)quinoxaline-6-carboxamide Hexadecylacrylat